C1(=CC=CC=2C3=CC=CC=C3NC12)C=1C(=C(C=CC1)C1=CC=CC=C1)C1=CC=CC=2C3=CC=CC=C3C3=CC=CC=C3C12 (carbazolyl)(triphenyleneyl)biphenyl